C(#N)[C@@H](C[C@@H]1C(NCC1)=O)NC(=O)[C@@H]1N([C@@H]2CC([C@H]1CC2)(F)F)C([C@@](C)(C2=CC=CC=C2)O)=O (1S,3R,4S)-N-((R)-1-cyano-2-((R)-2-oxopyrrolidin-3-yl)ethyl)-5,5-difluoro-2-((R)-2-hydroxy-2-phenylpropanoyl)-2-azabicyclo[2.2.2]octane-3-carboxamide